4-({[1-(2,2-Dimethylpropanoyl)-3-[4-(pyrrolidin-1-carbonyl)piperazin-2-yl]-1H-pyrazol-5-yl](methyl)amino}methyl)benzol CC(C(=O)N1N=C(C=C1N(C)CC1=CC=CC=C1)C1NCCN(C1)C(=O)N1CCCC1)(C)C